4-(2-methoxy-5-nitrophenyl)-6-methylnicotinic acid COC1=C(C=C(C=C1)[N+](=O)[O-])C1=CC(=NC=C1C(=O)O)C